N1[C@@H](CCC1=O)C(=O)O.N1[C@@H](CCC1=O)C(=O)O pyroglutamic acid (pyroGlutamate)